CC1(COCCC1)C(=O)N (3-methyloxane-3-yl)carboxamide